C[C@H]1N(C[C@@H]1CS(=O)(=O)C)C1=C2C=NC(=NC2=C(C=C1)O)SC 5-((2R,3S)-2-methyl-3-((methylsulfonyl)methyl)azetidin-1-yl)-2-(methylsulfanyl)quinazolin-8-ol